trans-N1-(5-(1-(2,2-difluoroethyl)-2-methyl-1H-imidazo[4,5-b]pyridin-6-yl)pyrrolo[2,1-f][1,2,4]triazin-2-yl)-N4,N4-dimethylcyclohexane-1,4-diamine FC(CN1C(=NC2=NC=C(C=C21)C=2C=CN1N=C(N=CC12)N[C@@H]1CC[C@H](CC1)N(C)C)C)F